C[C@H]1C[C@H](CN(C1)C1=C2C=CC=NC2=C(C=C1)C(F)(F)F)NC(=O)C1CCN(CC1)C1CC1 1-Cyclopropyl-piperidine-4-carboxylic acid [(3R,5S)-5-methyl-1-(8-trifluoromethyl-quinolin-5-yl)-piperidin-3-yl]-amide